ClC1=CC=C2C(N(C(=NC2=C1)NC1=CC(=CC(=C1)Cl)Cl)CCN(C)C)=O 7-chloro-2-((3,5-dichlorophenyl)amino)-3-(2-(dimethylamino)ethyl)quinazolin-4(3H)-one